C1(=CC=CC=C1)C1=C(C2=CC=CC=C2C=C1)C=1C=C2C=CC=C3C2=C(C1C1=C(C=CC2=CC=CC=C12)C1=CC=CC=C1)C=1N=CC=NC13 bis(phenylnaphthalenyl)Acenaphthopyrazine